(E)-N-(3-(dimethylamino)-2-(7H-pyrrolo[2,3-d]pyrimidin-4-yl)allylidene)-N-methylmethanaminium hexafluoroarsenate F[As-](F)(F)(F)(F)F.CN(/C=C(\C=[N+](C)C)/C=1C2=C(N=CN1)NC=C2)C